tert-butyl 4-[[4-(methylamino)-2-methylsulfanyl-pyrimidin-5-yl] methylamino]-3,4-dihydro-1H-isoquinoline-2-carboxylate CNC1=NC(=NC=C1CNC1CN(CC2=CC=CC=C12)C(=O)OC(C)(C)C)SC